methyl (1r,4r)-4-(3-chloroanilino)-2'-{3-[(2-methylpyridin-4-yl)oxy]propyl}-2',3'-dihydrospiro[cyclohexane-1,1'-indene]-4-carboxylate ClC=1C=C(NC2(CCC3(C(CC4=CC=CC=C34)CCCOC3=CC(=NC=C3)C)CC2)C(=O)OC)C=CC1